ClC1=C(C=C2CCNCC2=C1)NC1=NC=C(C(=N1)C1=CC2=C(C=NNC2=O)S1)C(F)(F)F 2-(2-((7-Chloro-1,2,3,4-tetrahydroisoquinolin-6-yl)amino)-5-(trifluoromethyl)pyrimidin-4-yl)thieno[2,3-d]pyridazin-4(5H)-one